ClCOC([C@@H](NC(=O)OC(C)(C)C)C(C)C)=O N-[(1,1-dimethylethoxy)carbonyl]-L-valine chloromethyl ester